BrC=1C=C(C=2N(C1NC1=C(C(=CC=C1C)OC)C)N=CN2)C 6-bromo-N-(3-methoxy-2,6-dimethylphenyl)-8-methyl-[1,2,4]triazolo[1,5-a]pyridin-5-amine